(3S,4R)-tert-butyl 3-fluoro-4-(2-hydroxy-2-methylpropoxy)piperidine-1-carboxylate F[C@H]1CN(CC[C@H]1OCC(C)(C)O)C(=O)OC(C)(C)C